N1=CC(=CC=2CNCCC12)N 5,6,7,8-tetrahydro-1,6-naphthyridin-3-amine